(S)-(3,4-dimethylpiperazine-1-yl)(2-methyl-4-nitrophenyl)methanone C[C@H]1CN(CCN1C)C(=O)C1=C(C=C(C=C1)[N+](=O)[O-])C